NC=1C=C(C=C2C=C(N=CC12)NC(=O)[C@H]1[C@@H](C1)C#N)C=1C=NC(=CC1CC)OCC |r| (+-)-trans-N-[8-amino-6-(6-ethoxy-4-ethyl-3-pyridinyl)-3-isoquinolinyl]-2-cyano-cyclopropanecarboxamide